N[C@@H]1CCC(N(C1)C)=O (5R)-5-amino-1-methyl-piperidin-2-one